N1-(2,6-dimethyl-phenyl)-N2-((2S)-1-((4-hydroxy-3-oxo-1-((S)-2-oxopyrrolidin-3-yl)butan-2-yl)amino)-4-methyl-1-oxopentan-2-yl)oxalamide CC1=C(C(=CC=C1)C)NC(C(=O)N[C@H](C(=O)NC(C[C@H]1C(NCC1)=O)C(CO)=O)CC(C)C)=O